(4-amino-1H-pyrazolo[4,3-c]pyridin-7-yl)-N'-ethyl-N'-[[2-fluoro-4-(1,1,2,2,2-pentafluoroethyl)phenyl]methyl]oxamide NC1=NC=C(C2=C1C=NN2)NC(=O)C(=O)N(CC2=C(C=C(C=C2)C(C(F)(F)F)(F)F)F)CC